Tungsten tantalum nickel iron cobalt [Co].[Fe].[Ni].[Ta].[W]